C(C1=CC=CC=C1)OC(=O)N(CCN(CCC(=O)OC(C)(C)C)C(=O)OCOP(=O)(OC(C)(C)C)OC(C)(C)C)C tert-butyl 3-((2-(((benzyloxy)carbonyl)(methyl)amino)ethyl)((((di-tert-butoxyphosphoryl)oxy)methoxy)carbonyl)amino)propanoate